(S)-1-(5-((2-amino-3-chloropyridin-4-yl)thio)imidazo[1,5-a]pyrazin-8-yl)-2'-methyl-4'H,6'H-spiro[piperidine-4,5'-pyrrolo[1,2-b]pyrazol]-4'-amine NC1=NC=CC(=C1Cl)SC1=CN=C(C=2N1C=NC2)N2CCC1([C@@H](C=3N(N=C(C3)C)C1)N)CC2